N1NC(C=C1)C(=O)O dihydropyrazolecarboxylic acid